bromine trispyrrolidinophosphonium hexafluorophosphate F[P-](F)(F)(F)(F)F.N1(CCCC1)[PH+](N1CCCC1)N1CCCC1.[Br]